7-chloro-2,4-difluorodibenzofuran ClC1=CC2=C(C3=C(O2)C(=CC(=C3)F)F)C=C1